ClC1=NC(=C2C(=N1)N(N=C2CC)C)NCC2=CC=C(C=C2)F 6-Chloro-3-ethyl-N-(4-fluorobenzyl)-1-methyl-1H-pyrazolo[3,4-d]pyrimidin-4-amine